di-undecyl phosphite P(OCCCCCCCCCCC)(OCCCCCCCCCCC)[O-]